ClC=1C(NN=CC1N1C[C@@H](CC1)OC1=NC=CC(=C1)C=1C(=NN(C1C)C1CC1)C)=O (R)-4-chloro-5-(3-((4-(1-cyclopropyl-3,5-dimethyl-1H-pyrazol-4-yl)pyridin-2-yl)oxy)pyrrolidin-1-yl)pyridazin-3(2H)-one